N[Cu]Br aminocopper bromide